2,6,10,14-Tetramethylhexdecane CC(C)CCCC(CCCC(CCCC(CC)C)C)C